FC(C1(CCN(CC1)C(=O)OC(C)(C)C)CN1CCC(CC1)C1=CC=C2C(=NN(C2=C1F)C)C1C(NC(CC1)=O)=O)F tert-butyl 4-(difluoromethyl)-4-[[4-[3-(2,6-dioxo-3-piperidyl)-7-fluoro-1-methyl-indazol-6-yl]-1-piperidyl]methyl]piperidine-1-carboxylate